CC1=C(C=C2C=C(N=CC2=C1)NC(=O)[C@@H]1[C@H](C1)C=1C=NN(C1C(F)(F)F)C)N1CCN(CC1)[C@]1(COCC1)C (1S,2S)-N-[7-methyl-6-[4-((R)-3-methyltetrahydrofuran-3-yl)piperazin-1-yl]-3-isoquinolyl]-2-[1-methyl-5-(trifluoromethyl)pyrazol-4-yl]cyclopropanecarboxamide